4-[5-(2-aminoethyl)pyrimidin-2-yl]-3-(3,5-dimethyl-1-pyridin-2-ylpyrazol-4-yl)oxybenzonitrile NCCC=1C=NC(=NC1)C1=C(C=C(C#N)C=C1)OC=1C(=NN(C1C)C1=NC=CC=C1)C